5-amino-4-(3-methoxy-2,6-dimethylphenyl)-1,2-dimethyl-1H-benzo[d]imidazole-6-carboxamide NC1=C(C2=C(N(C(=N2)C)C)C=C1C(=O)N)C1=C(C(=CC=C1C)OC)C